1-(4-bromo-3-{[(4-methoxyphenyl)methyl]oxy}-5-methylthien-2-yl)-3-(piperidin-1-yl)propane-1,3-dione BrC=1C(=C(SC1C)C(CC(=O)N1CCCCC1)=O)OCC1=CC=C(C=C1)OC